FC1=CC=CC2=C1N(C(=N2)C=2C(=NSN2)N)CC=2N=NC=CC2 4-(7-fluoro-1-(pyridazin-3-ylmethyl)-benzoimidazol-2-yl)-1,2,5-thiadiazol-3-amine